3,4-dihydroquinazoline-1(2H)-carboxylate N1(CNCC2=CC=CC=C12)C(=O)[O-]